OCCC1=C(C(=O)O)C=CC(=C1)CN mono-{2-hydroxyethyl}-para-(aminomethyl)benzoic acid